1,5-dimethyl-2,4,6-trioxo-hexahydro-pyrimidine CN1C(NC(C(C1=O)C)=O)=O